(3R)-1-(4-(4-fluorophenyl)-2-(1H-pyrazol-1-yl)cyclopentyl)piperidin-3-ylcarbamic acid tert-butyl ester C(C)(C)(C)OC(N[C@H]1CN(CCC1)C1C(CC(C1)C1=CC=C(C=C1)F)N1N=CC=C1)=O